O=C1C2(C=3C(=NC=C(C3)C=CC(=O)N)N1)CCC2 3-(2'-oxo-1',2'-dihydrospiro[cyclobutane-1,3'-pyrrolo[2,3-b]pyridine]-5'-yl)acrylamide